N-((R)-6-cyanochroman-3-yl)-5-((cyclopropylmethoxy)methyl)-6,7-dihydro-5H-pyrazolo[5,1-b][1,3]oxazine-2-carboxamide C(#N)C=1C=C2C[C@H](COC2=CC1)NC(=O)C1=NN2C(OC(CC2)COCC2CC2)=C1